CC(C(C=1OC2=C(C1C)C=CC=C2)NC(=O)NC2=CC=C(C=C2)S(=O)(=O)C)C 1-(2-methyl-1-(3-methylbenzofuran-2-yl)propyl)-3-(4-(methylsulfonyl)phenyl)urea